COC1=C2CC[C@@H](CC2=CC=C1)NCCC (S)-1,2,3,4-tetrahydro-5-methoxy-N-propyl-2-naphthylamine